C1(=CC=CC=C1)CCOC1=NC=C(C=N1)NC1=CC=C(C=C1)OCCC1=CC=CC=C1 2-(2-phenylethoxy)-N-[4-(2-phenylethoxy)phenyl]-5-Pyrimidinamine